NC=1NC(=C(N1)CC)CCCNC(=N)N 1-[3-(2-amino-4-ethyl-1H-imidazol-5-yl)propyl]guanidine